tert-butyl 3-phenyl-3-[[4-(trifluoromethoxy)phenyl] sulfonylamino]pyrrolidine-1-carboxylate C1(=CC=CC=C1)C1(CN(CC1)C(=O)OC(C)(C)C)NS(=O)(=O)C1=CC=C(C=C1)OC(F)(F)F